palmitoyl-homocysteine C(CCCCCCCCCCCCCCC)(=O)N[C@@H](CCS)C(=O)O